ClC1=CC(=C2C(N([C@H](C2=C1)CC1=C(C=NN1C)Cl)CC1CC2(C1)OC(NC2)=O)=O)F (2s,4R)-2-(((S)-6-chloro-1-((4-chloro-1-methyl-1H-pyrazol-5-yl)methyl)-4-fluoro-3-oxoisoindolin-2-yl)methyl)-5-oxa-7-azaspiro[3.4]octan-6-one